ethynyl-benzonitrile C(#C)C1=C(C#N)C=CC=C1